ClCN1C(C=C(C=C1)C#N)=O 1-(chloromethyl)-2-oxo-1,2-dihydropyridine-4-carbonitrile